CC=1C=C2C=NN(C2=C(C1)C)C1CNCC1 5,7-dimethyl-1-(R)-pyrrolidin-3-yl-1H-indazole